2,6-diisopropyl-4-methoxybromobenzene C(C)(C)C1=C(C(=CC(=C1)OC)C(C)C)Br